(R)-5-(bicyclo[1.1.1]pentan-1-yl)-7-bromo-3-cyclopentyl-8-methoxy-2-methyl-2,3,4,5-tetrahydrobenzo[f][1,2,5]thiadiazepine 1,1-dioxide C12(CC(C1)C2)N2C[C@H](N(S(C1=C2C=C(C(=C1)OC)Br)(=O)=O)C)C1CCCC1